1-N'-(4-fluorophenyl)-1-N-[4-(7-methoxy-6-sulfamoylquinolin-4-yl)oxyphenyl]Cyclopropane-1,1-dicarboxamide FC1=CC=C(C=C1)NC(=O)C1(CC1)C(=O)NC1=CC=C(C=C1)OC1=CC=NC2=CC(=C(C=C12)S(N)(=O)=O)OC